C(C1=CC=CC=C1)N1N=CC(=C1)C1=CC(=NC(=C1)NC1=NC=CN=C1)N[C@@H](C)C1=CC=C(C=C1)F (S)-4-(1-benzyl-1H-pyrazol-4-yl)-N2-[1-(4-fluorophenyl)ethyl]-N6-(pyrazin-2-yl)pyridine-2,6-diamine